NCC(C(=O)NC=1C=CC=C2C(=CNC12)C=1C=NNC1)C1=CC(N(C=C1)C)=O 3-amino-2-(1-methyl-2-oxopyridin-4-yl)-N-[3-(1H-pyrazol-4-yl)-1H-indol-7-yl]propionamide